NC1=NC=CC=C1C(C#C[Si](C(C)C)(C(C)C)C(C)C)=O 1-(2-aminopyridin-3-yl)-3-(triisopropylsilyl)prop-2-yn-1-one